tert-butyl (3-chloro-4-(2,6-dioxopiperidin-3-yl)-5-fluorobenzyl)carbamate ClC=1C=C(CNC(OC(C)(C)C)=O)C=C(C1C1C(NC(CC1)=O)=O)F